(3S,4R)-4-(2-(2-chlorophenyl)-5,7-dihydroxy-4-oxo-4H-chromen-8-yl)-1-methylpiperidin-3-yl methylcarbamate CNC(O[C@@H]1CN(CC[C@@H]1C=1C(=CC(=C2C(C=C(OC12)C1=C(C=CC=C1)Cl)=O)O)O)C)=O